S(=O)(=O)(O)C1=CC=C(C)C=C1.C(C=C)(=O)NC=1C(=CC(=C(C1)NC1=NC=C(C(=N1)C1=CN(C2=CC=CC=C12)C)C(=O)OC(C)C)OC)N(C)CCN(C)C isopropyl 2-((5-acrylamido-4-((2-(dimethylamino)ethyl) (methyl)amino)-2-methoxyphenyl)amino)-4-(1-methyl-1H-indol-3-yl)pyrimidine-5-carboxylate tosylate